barium cerium salt [Ce].[Ba]